racemic-1-(5-(6-chloro-7-fluoro-3-(1H-imidazol-1-yl)-5-methoxy-1-methyl-1H-indol-2-yl)-4H-1,2,4-triazol-3-yl)-2-methoxy-N-methylethan-1-amine ClC1=C(C=C2C(=C(N(C2=C1F)C)C=1NC(=NN1)[C@H](COC)NC)N1C=NC=C1)OC |r|